C(CCCCCCCCCCCCCCCCC)O 1-Octadecanol